OC=1C(=C(C=CC1)C(=O)C1=C(C(=CC=C1)O)CC1=CC=CC=C1)CC1=CC=CC=C1 hydroxybenzylphenyl ketone